ClC=1N=C(C2=CC=C(C=C2C1)C1=CC(=CC2=CC=CC=C12)OCOC)N1C[C@H]2CC[C@@H](C1)N2C(=O)OC(C)(C)C tert-butyl (1R,5S)-3-(3-chloro-6-(3-(methoxymethoxy)naphthalen-1-yl)isoquinolin-1-yl)-3,8-diazabicyclo[3.2.1]octan-8-carboxylate